3-(4-cyano-2-methoxyphenoxy)-6-(2,2-difluorocyclopropyl)-N-{3-[(S)-imino(methyl)oxo-λ6-sulfanyl]phenyl}-5-methylpyridazine-4-carboxamide C(#N)C1=CC(=C(OC=2N=NC(=C(C2C(=O)NC2=CC(=CC=C2)[S@@](=O)(C)=N)C)C2C(C2)(F)F)C=C1)OC